ClC1=CC(=C(C=C1)[C@@]1(OC2=C(O1)C=CC=C2C2CCN(CC2)CC=2N(C(=C(N2)C)/C=C/C(=O)OCC)C[C@H]2OCC2)C)F ethyl (E)-3-(2-((4-((S)-2-(4-chloro-2-fluorophenyl)-2-methylbenzo[d][1,3]dioxol-4-yl)piperidin-1-yl)methyl)-4-methyl-1-(((S)-oxetan-2-yl)methyl)-1H-imidazol-5-yl)acrylate